O1CCN(CC1)CCN1C(CC2=CC(=CC=C12)[N+](=O)[O-])=O 1-(2-morpholinoethyl)-5-nitroindol-2-one